The molecule is dianion of 1D-myo-inositol 4-phosphate. It has a role as a human metabolite. It is an inositol phosphate oxoanion and a myo-inositol phosphate(2-). It is a conjugate base of a 1D-myo-inositol 4-phosphate. [C@H]1([C@H](C([C@H]([C@H](C1O)O)O)OP(=O)([O-])[O-])O)O